NC1=NC2=CC(=CC=C2C=C1F)CN(C(=O)C=1C=NC=CC1)C1=C(C=CC=C1)S(=O)(=O)C N-[(2-amino-3-fluoroquinolin-7-yl)methyl]-N-(2-methanesulfonylphenyl)pyridine-3-carboxamide